N6-benzyl-5'-O-trityl-adenosine C(C1=CC=CC=C1)NC=1C=2N=CN([C@H]3[C@H](O)[C@H](O)[C@@H](COC(C4=CC=CC=C4)(C4=CC=CC=C4)C4=CC=CC=C4)O3)C2N=CN1